N1N=CC(=C1)C1=CC=C(C=C1)C1CCNCC1 4-[4-(1h-pyrazol-4-yl)phenyl]piperidine